NC1=NC=2C=CC=CC2C2=C1N=CN2[C@H](C(C)(O)C)CCCC (3S)-3-(4-aminoimidazo[4,5-c]quinolin-1-yl)-2-methyl-heptan-2-ol